(1R,3S)-3-(1-(tert-butyl)-4-fluoro-5-((2-(4-methoxybenzyl)-1,1-dioxido-2,3-dihydrobenzo[d]isothiazol-5-yl)amino)-1H-pyrazol-3-yl)cyclopentyl (4-nitrophenyl) carbonate C(O[C@H]1C[C@H](CC1)C1=NN(C(=C1F)NC=1C=CC2=C(CN(S2(=O)=O)CC2=CC=C(C=C2)OC)C1)C(C)(C)C)(OC1=CC=C(C=C1)[N+](=O)[O-])=O